N[C@H]1CS(C2=C(N(C1=O)CC1=CC=C(C=C1)Cl)C=C(C(=C2)F)C=2N=NN(N2)C(CO)(C)C)(=O)=O (3R)-3-amino-5-[(4-chlorophenyl)methyl]-8-fluoro-7-[2-(2-hydroxy-1,1-dimethyl-ethyl)tetrazol-5-yl]-1,1-dioxo-2,3-dihydro-1λ6,5-benzothiazepin-4-one